6-(2-thienylamino)purine (tert-butyldimethylsilyl)oxyl-2-(2-isobutyramido-6-oxo-1,6-dihydro-9H-purin-9-yl)tetrahydrothiophen-3-yl-phosphonate [Si](C)(C)(C(C)(C)C)OC1(SCCC1P(O)(O)=O)N1C=2N=C(NC(C2N=C1)=O)NC(C(C)C)=O.S1C(=CC=C1)NC1=C2NC=NC2=NC=N1